methyl 4-(aminocarbonyl)benzoate NC(=O)C1=CC=C(C(=O)OC)C=C1